Cl.CC1(N)CC=C(C=C1)C 1,4-dimethyl-aniline hydrochloride